COC(=O)C1=CC(=C(C=C1)C1=CC2(CC2)CCN1C(=O)OC(C)(C)C)NC tert-butyl 5-(4-(methoxycarbonyl)-2-(methylamino)phenyl)-6-azaspiro[2.5]oct-4-ene-6-carboxylate